NC1=C2C(N(C(C2=CC=C1)=O)[C@@H](CC(=O)OC)C1=CC(=C(C=C1)OC)OCC)=O methyl (S)-3-(4-amino-1,3-dioxoisoindolin-2-yl)-3-(3-ethoxy-4-methoxyphenyl)propionate